C1(CC1)CN1C(=CC=2C1=NC(=CC2)CC2OCCCC2)C2=NC1=C(N2C)C(=CC(=C1)C(=O)N1C[C@@H](C[C@H](C1)F)N)OC (3R,5R)-1-{2-[1-(cyclopropylmethyl)-6-[(oxan-2-yl)methyl]-1H-pyrrolo[2,3-b]pyridin-2-yl]-7-methoxy-1-methyl-1H-1,3-benzodiazole-5-carbonyl}-5-fluoropiperidin-3-amine